Methyl (S)-1-benzyl-4-(4-bromophenyl)-6-methyl-4,6-dihydro-1H-azepino[4,3,2-cd]indole-2-carboxylate C(C1=CC=CC=C1)N1[C@@H](C=2C=3C(=CC=CC13)N(CC(C2)C2=CC=C(C=C2)Br)C)C(=O)OC